NC1=C(C(N(C2=C(C=CC=C12)C=1C=NC=CC1OC)C)=O)C(=O)NCC1CC1 4-amino-N-(cyclopropylmethyl)-8-(4-methoxy-3-pyridinyl)-1-methyl-2-oxo-quinoline-3-carboxamide